COC=1C=C(C=CC2=CC([C@@H]3C([C@H]2C3)(C)C)=O)C=CC1OC (1s,5r)-4-(3,4-dimethoxystyryl)-6,6-dimethylbicyclo[3.1.1]hept-3-en-2-one